CC1=CC=2N(C=C1)C(=CN2)C2=NC=C(C1=C2CNC1=O)NC1=NC=C(C=C1)N1CCN(CC1)C 4-(7-methylimidazo[1,2-a]pyridin-3-yl)-7-[[5-(4-methylpiperazin-1-yl)-2-pyridyl]amino]-2,3-dihydropyrrolo[3,4-c]pyridin-1-one